4-(3-(4,5-diiodo-1H-imidazol-2-yl)-1-(tetrahydro-2H-pyran-2-yl)-1H-indazol-6-yl)-3-ethylphenol IC=1N=C(NC1I)C1=NN(C2=CC(=CC=C12)C1=C(C=C(C=C1)O)CC)C1OCCCC1